carboxymethyl-2-imino-hexahydropyrimidine C(=O)(O)CN1C(NCCC1)=N